NCCCCCCNCCCCCCCCCCCCN N'-(6-aminohexyl)dodecane-1,12-diamine